2-(5-chloro-2H-indazol-3-yl)-N-[(1r,3s)-3-{[6-methyl-2-(trifluoromethyl)quinolin-4-yl]amino}cyclohexyl]acetamide ClC1=CC2=C(NN=C2C=C1)CC(=O)N[C@H]1C[C@H](CCC1)NC1=CC(=NC2=CC=C(C=C12)C)C(F)(F)F